FC(CN1N=CC2=CC=C(C(=C12)OC)N)F 1-(2,2-Difluoroethyl)-7-methoxy-1H-indazol-6-amine